ClC1=NC=C(C(=C1)C1=C(C=NC(=C1)C)C(=O)NC=1SC2=C(C=NC(=C2)NCCCCC(=O)O)N1)OC 5-[(2-(2'-chloro-5'-methoxy-6-methyl-[4,4'-bipyridine]-3-amido)-[1,3]thiazolo[4,5-c]pyridin-6-yl)amino]pentanoic acid